NC1=C(C(=NN1C1=NC(=C(C=N1)C)C)C)Br 2-(5-amino-4-bromo-3-methylpyrazol-1-yl)-5,6-dimethylpyrimidin